1-(4-methoxyphenyl)-N-[[2-(1-piperidyl)-4-piperidyl]-methyl]methanamin COC1=CC=C(C=C1)CNCC1CC(NCC1)N1CCCCC1